1,4-dibutyl-piperazine C(CCC)N1CCN(CC1)CCCC